FC=1C=C(C(=NC1)OC)[C@@H]1N(CCC1)C1=NC=2N(C=C1)N=CC2C(=O)NC2=CNC(C=C2)=O (R)-5-(2-(5-fluoro-2-methoxypyridin-3-yl)pyrrolidin-1-yl)-N-(6-oxo-1,6-dihydropyridin-3-yl)pyrazolo[1,5-a]pyrimidine-3-carboxamide